C1CN(CCN1)C2=CC=C(C=C2)Cl (4-chlorophenyl)piperazine